C(C)(=O)NC1=CC=C(C=C1)C1=CN=C2N1C=C(C=C2)C(=O)N(C)C2=CC=C(C=C2)Cl 3-(4-acetamidophenyl)-N-(4-chlorophenyl)-N-methyl-imidazo[1,2-a]pyridine-6-carboxamide